((5-(6-(1H-pyrazol-1-yl)pyridin-3-yl)-1H-pyrazol-3-yl)amino)-3-methylphenol N1(N=CC=C1)C1=CC=C(C=N1)C1=CC(=NN1)NC1=C(C=CC=C1C)O